CN(CCC1=CN(C2=CC=C(C=C12)OC)C(CCCC(=O)O)=O)C 5-(3-(2-(dimethylamino)ethyl)-5-methoxy-1H-indol-1-yl)-5-oxopentanoic acid